C(C)OC(=O)C1=CC(=NN1C(C)C)N ethyl-3-amino-1-isopropyl-1H-pyrazol-5-carboxylate